Boron-hafnium-titanium [Ti].[Hf].[B]